ClC1=NN(C=C1N(C(CCSCCC(F)(F)F)=O)CC)C=1C=NC=CC1 N-[3-chloro-1-(pyridin-3-yl)-1H-pyrazol-4-yl]-N-ethyl-3-(3,3,3-trifluoropropanesulphenyl)propanamide